tert-butyl 4-bromobutanoate BrCCCC(=O)OC(C)(C)C